Cl.FC=1C=C(C=CC1C(=O)N1CCNCC1)N1C(N(C(C1(C)C)=O)C1=CC(=C(C#N)C=C1)C(F)(F)F)=S=O 4-(3-[3-fluoro-4-[(piperazin-1-yl)carbonyl]phenyl]-4,4-dimethyl-5-oxo-2-sulfinylimidazolidin-1-yl)-2-(trifluoromethyl)benzonitrile hydrochloride